C(C)(C)(C)OC(=O)N1CC=2C(CC1)=C(N(N2)C)C2=CC=CC=C2 2-methyl-3-phenyl-5,7-dihydro-4H-pyrazolo[3,4-c]pyridine-6-carboxylic acid tert-butyl ester